(Z)-6-dodecen-delta-lactone C1(CCC(C\C=C/CCCCC)O1)=O